C(C1=CC=CC=C1)OC1=C(C(=O)C#N)C=CC=C1 2-Benzyloxybenzoyl cyanide